phenylsec-butyl-phenyl-methane C1(=CC=CC=C1)C(C1=CC=CC=C1)C(C)CC